4-((5-(3-Chloro-3-methyl-2-oxoindolin-1-yl)pyridin-3-yl)methyl)phthalazin-1(2H)-one ClC1(C(N(C2=CC=CC=C12)C=1C=C(C=NC1)CC1=NNC(C2=CC=CC=C12)=O)=O)C